1-(4-bromophenyl)-N-(4-(3-(pyridin-4-ylmethyl)ureido)phenyl)methanesulfonamide BrC1=CC=C(C=C1)CS(=O)(=O)NC1=CC=C(C=C1)NC(=O)NCC1=CC=NC=C1